acryloyl-oxypropyltrimethoxysilan C(C=C)(=O)OCCC[Si](OC)(OC)OC